N1(CCOCC1)CCNC(=O)C1CCN(CC1)C1=CC=NC2=CC=CC=C12 N-[2-(morpholin-4-yl)ethyl]-1-(quinolin-4-yl)piperidine-4-carboxamide